2,4-di-tert-butyl-p-chlorophenol C(C)(C)(C)C1=C(C=CC(C1)(Cl)C(C)(C)C)O